4-vinylbenzyl perfluorooctanoate FC(C(=O)OCC1=CC=C(C=C1)C=C)(C(C(C(C(C(C(F)(F)F)(F)F)(F)F)(F)F)(F)F)(F)F)F